C(C)(=O)C=1CN(C=CC1)C1=NC=C(C(=C1)N1CC(=C(C=C1C)OCC1=NC=C(C=C1F)F)Cl)C 3-acetyl-3''-chloro-4''-((3,5-difluoropyridin-2-yl)methoxy)-5',6''-dimethyl-2H,2''H-[1,2':4',1''-terpyridine]